3,6-dichloro-4-cyclopropyl-5-methylpyridazine ClC=1N=NC(=C(C1C1CC1)C)Cl